6-isopropyl-3-(isoquinolin-4-yl)quinazoline-2,4(1H,3H)-dione C(C)(C)C=1C=C2C(N(C(NC2=CC1)=O)C1=CN=CC2=CC=CC=C12)=O